tert-Butyl (E)-(4-(3-(dimethylamino)acryloyl)-6-methoxypyridin-3-yl)carbamate CN(/C=C/C(=O)C1=C(C=NC(=C1)OC)NC(OC(C)(C)C)=O)C